(R)-1-(3-(3-(4-((3-(trifluoromethyl)phenyl)amino)phenyl)-1H-pyrazolo[4,3-c]pyridin-1-yl)pyrrolidin-1-yl)prop-2-en-1-one FC(C=1C=C(C=CC1)NC1=CC=C(C=C1)C1=NN(C2=C1C=NC=C2)[C@H]2CN(CC2)C(C=C)=O)(F)F